N-(2-(4-((1R,4R)-2-oxa-5-azabicyclo[2.2.1]heptane-5-yl)-piperidine-1-yl)-5-((6-((R)-3-(4-chloro-3-fluorophenyl)-isoxazolidine-2-yl)pyrimidine-4-yl)amino)-4-methoxy-phenyl)acrylamide [C@H]12OC[C@H](N(C1)C1CCN(CC1)C1=C(C=C(C(=C1)OC)NC1=NC=NC(=C1)N1OCC[C@@H]1C1=CC(=C(C=C1)Cl)F)NC(C=C)=O)C2